S(=O)(=O)(O)C(C(=O)OCCCCCCCCCCCCC)CC(=O)OCCCCCCCCCCCCC.[Na] Sodium Bistridecyl Sulfosuccinate